C(CCCCCCC)C(C(O)CO)Cl octyl-glyceryl chloride